4-methyl-3-oxo-1,4-benzoxazin CN1C(COC2=C1C=CC=C2)=O